methyl-benzoimidazol-2-yl carbamate C(N)(OC=1NC2=C(N1)C=CC=C2C)=O